COCCNC(=O)NC=1C=C2C=C(C(=NC2=CC1)C)C1=CC=CC=C1 1-(2-methoxyethyl)-3-(2-methyl-3-phenylquinolin-6-yl)urea